N-(4-(7-(((1r,4r)-4-(dimethylamino)cyclohexyl)amino)-1-isopropyl-2-oxo-1,4-dihydropyrimido[4,5-d]pyrimidin-3(2H)-yl)-2-fluorophenyl)-1-(pyridin-4-yl)methanesulfonamide CN(C1CCC(CC1)NC1=NC=C2C(=N1)N(C(N(C2)C2=CC(=C(C=C2)NS(=O)(=O)CC2=CC=NC=C2)F)=O)C(C)C)C